CC(C)(COP(=O)(O)OP(=O)(O)OC[C@@H]1[C@H]([C@H]([C@@H](O1)N2C=NC3=C(N=CN=C32)N)O)OP(=O)(O)O)[C@H](C(=O)NCCC(=O)NCCSC(=O)CC(C4=CC(=C(C=C4)O)OC)O)O The molecule is a 3-hydroxypropionyl-CoA having a 4-hydroxy-3-methoxyphenyl group at the 3-position. It derives from a propionyl-CoA. It is a conjugate acid of a 3-hydroxy-3-(4-hydroxy-3-methoxyphenyl)propanoyl-CoA(4-).